ethyl 3-(4-(trifluoromethyl) phenethyl)-1H-pyrazole-5-carboxylate FC(C1=CC=C(CCC2=NNC(=C2)C(=O)OCC)C=C1)(F)F